C(C)(C)(C)OC(=O)N1CCN(CC1)C1=NC(=NC2=C(C(=C(C=C12)Cl)C1=CC=C(C2=C1C(=C(S2)NC(=O)OC(C)(C)C)C#N)F)F)S(=O)(=O)C 4-[7-[2-(tert-Butoxycarbonylamino)-3-cyano-7-fluoro-benzothien-4-yl]-6-chloro-8-fluoro-2-methylSulfonyl-quinazolin-4-yl]Piperazine-1-carboxylic acid tert-butyl ester